4-((dimethylamino)methyl)benzene-1-sulfonyl chloride CN(C)CC1=CC=C(C=C1)S(=O)(=O)Cl